N1CC(C1)N[C@H]1CC[C@H](CC1)N1C=C(C2=C1N=CN=C2N)C2=CC=C(C=C2)OC2=CC=CC=C2 7-((cis)-4-(azetidin-3-ylamino)cyclohexyl)-5-(4-phenoxyphenyl)-7H-pyrrolo[2,3-d]pyrimidin-4-amine